NCC1CN(CCC1)C(=O)C1=NN(C(=C1)C1=CC=C(C#N)C=C1)C1=CC=C(C=C1)C 4-(3-(3-(aminomethyl)piperidine-1-carbonyl)-1-(p-tolyl)-1H-pyrazole-5-yl)benzonitrile